5-bromo-2-methyl-thiazole BrC1=CN=C(S1)C